C(C)(=O)OCCC#CC=1C=C2C(=NC=NN2C1)C1=CC(=C(C=C1)CNC(=O)OC(C)(C)C)C 4-[4-[4-[(tert-butoxycarbonylamino)methyl]-3-methyl-phenyl]pyrrolo[2,1-f][1,2,4]triazin-6-yl]but-3-ynyl acetate